2-azabicyclo[3.1.0]hexane hydrochloride Cl.C12NCCC2C1